ClC=1C=C(N)C=C(C1)B1OC(C(O1)(C)C)(C)C 3-chloro-5-(4,4,5,5-tetramethyl-1,3,2-dioxaborolan-2-yl)aniline